ClC1=CN=C2C(=N1)SC(=C2)I 3-chloro-6-iodothieno[2,3-b]pyrazine